CN1N=CC(=C1)/C=C(/C(=O)N1C(C=CCC1)=O)\C1=CC=CC=C1 1-[(2E)-3-(1-methyl-1H-pyrazol-4-yl)-2-phenylprop-2-enoyl]-5,6-dihydropyridin-2(1H)-one